N-((3R,4S)-4-((2-(2,6-dichloro-3,5-dimethoxyphenyl)-4-(4-hydroxy-4-methylpiperidin-1-yl)pyrido[3,4-d]pyrimidin-6-yl)amino)tetrahydrofuran-3-yl)acrylamide ClC1=C(C(=C(C=C1OC)OC)Cl)C=1N=C(C2=C(N1)C=NC(=C2)N[C@H]2[C@H](COC2)NC(C=C)=O)N2CCC(CC2)(C)O